trans-acetonid [CH2-]C(=O)C